Methyl 2-(1,1-difluoroethyl)-7-isopropoxyimidazo[1,2-a]pyridine-6-carboxylate FC(C)(F)C=1N=C2N(C=C(C(=C2)OC(C)C)C(=O)OC)C1